FC1=C(C=CC(=C1)F)N1N=NC(=C1)C(CC)N1C=C(C2=C1N=CN=C2N)C=2C(=NC=NC2)OC (+)-7-{1-[1-(2,4-Difluorophenyl)-1H-1,2,3-triazol-4-yl]propyl}-5-(4-methoxypyrimidin-5-yl)-7H-pyrrolo[2,3-d]pyrimidin-4-amine